C(C)(C)(C)OC(CN1CCC(CC1)C1=CC2=C(N(C(N2C)=O)C2C(NC(CC2)=O)=O)C=C1)=O.FC1=C(N)C=CC(=C1COC=1C=C2C(=NC1)N(N=C2C)C2OCCCC2)F 2,4-difluoro-3-([[3-methyl-1-(oxan-2-yl)pyrazolo[3,4-b]pyridin-5-yl]oxy]methyl)aniline tert-butyl-2-[4-[1-(2,6-dioxo-3-piperidyl)-3-methyl-2-oxo-benzimidazol-5-yl]-1-piperidyl]acetate